CN(C(=O)C1CC2(C1)NC(OC2)=O)C2CC(C2)C2=CC=CC=C2 (2s,4s)-N-methyl-6-oxo-N-((1s,3s)-3-phenylcyclobutyl)-7-oxa-5-azaspiro[3.4]octane-2-carboxamide